Cl.NC1CC1 1-aminocyclopropane hydrochloride salt